ClC=1C=CC=C2C(CCOC12)C=1N=CNC1 4-(8-chlorochroman-4-yl)-1H-imidazole